3-(5-{[(5-chlorothiophen-2-yl)methyl]amino}-1-(2,2-dimethylpropanoyl)-1H-pyrazol-3-yl)-3-methylpyrrolidin-2-one ClC1=CC=C(S1)CNC1=CC(=NN1C(C(C)(C)C)=O)C1(C(NCC1)=O)C